N2-(5-isocyanatothiophen-3-yl)-N4-(2-(6-methylpyridin-2-yl)pyrimidin-4-yl)pyrimidine-2,4-diamine N(=C=O)C1=CC(=CS1)NC1=NC=CC(=N1)NC1=NC(=NC=C1)C1=NC(=CC=C1)C